ClC=1C(=C(C(=O)NC2=NC(=CC=C2)C(=C2CCN(CC2)C)F)C=CC1)F chloro-2-fluoro-N-(6-(fluoro(1-methylpiperidin-4-ylidene)methyl)pyridin-2-yl)benzamide